3-[(2,6-dibromophenoxyethylsulfanyl)methyl]-1H-1,2,4-triazole-5(4H)-thione BrC1=C(OCCSCC2=NNC(N2)=S)C(=CC=C1)Br